6-(4-amino-2,6-dibromophenoxy)-4-(propan-2-yl-1,1,1,3,3,3-d6)pyridazine-3(2H)-one NC1=CC(=C(OC=2C=C(C(NN2)=O)C(C([2H])([2H])[2H])C([2H])([2H])[2H])C(=C1)Br)Br